C(C)(=O)C1=C2C=C(C(=NC2=CC(=C1)C)C#N)C1=CC=C(C=C1)F 5-acetyl-3-(4-fluorophenyl)-7-methylquinoline-2-carbonitrile